3-(4-tetradecyl-1-piperazinyl)-1,2-propanediol C(CCCCCCCCCCCCC)N1CCN(CC1)CC(CO)O